ClC1=C(C(=CC=C1Cl)OCOCC[Si](C)(C)C)[C@H]1CC(N(C1)C=1C=NNC1)=S |r| rac-4-(2,3-dichloro-6-((2-(trimethylsilyl)ethoxy)methoxy)phenyl)-1-(1H-pyrazol-4-yl)pyrrolidine-2-thione